5-amino-4-oxopentanoic acid NCC(CCC(=O)O)=O